ClC1=C(C=CC(=C1)C)C=1C=C(C2=C(NC(=N2)CO)C1)C(=O)OC methyl 6-(2-chloro-4-methylphenyl)-2-(hydroxymethyl)-1H-benzo[d]imidazole-4-carboxylate